N1=CC=C(C=C1)C1=CC=C(C=C1)O 4-(pyridin-4-yl)phenol